potassium (R)-(2-((tert-butoxycarbonyl)amino)-4,4,4-trifluorobutyl)trifluoroborate C(C)(C)(C)OC(=O)N[C@H](C[B-](F)(F)F)CC(F)(F)F.[K+]